C1(CCCCC1)C1=CC=C(C=C1)C=1OC2=C(C=C(C=C2C(C1)=O)C(=O)O)C 2-(4-cyclohexylphenyl)-8-methyl-4-oxo-4H-chromene-6-carboxylic acid